O=C(CC[C@H](N)C(=O)O)C 5-oxo-L-norleucin